L-3-(1-naphthyl)-L-alanine C1(=CC=CC2=CC=CC=C12)C[C@H](N)C(=O)O